C(=O)C1=C(C(=O)N(C(C)C)C(C)C)C=CC(=C1)C 2-formyl-N,N-diisopropyl-4-methylbenzamide